4-amino-N-(4-(piperazin-1-yl)phenethyl)-1H-pyrrolo[2,3-b]pyridine-5-carboxamide NC1=C2C(=NC=C1C(=O)NCCC1=CC=C(C=C1)N1CCNCC1)NC=C2